Cl.NC1CCN(CC1)C=1C=C2[C@@H]([C@H]([C@@H](N(C2=CC1)C(C)=O)C)C)NC1=CC=CC=C1 |r| rac-1-((2S,3R,4R)-6-(4-aminopiperidin-1-yl)-2,3-dimethyl-4-(phenylamino)-3,4-dihydroquinolin-1(2H)-yl)ethanone, hydrochloride